[6-methyl-5-[(3-nitro-6-phenyl-2-pyridyl)amino]-2-pyridyl]-4-(5-oxo-4H-1,2,4-thiadiazol-3-yl)benzamide CC1=C(C=CC(=N1)C1=C(C(=O)N)C=CC(=C1)C1=NSC(N1)=O)NC1=NC(=CC=C1[N+](=O)[O-])C1=CC=CC=C1